(±)-(1R,2R,4S)-7-azabicyclo[2.2.1]heptan-2-ol hydrochloride Cl.[C@H]12[C@@H](C[C@H](CC1)N2)O |r|